2,3-dihydroxypropan-1-yl octadecenoate C(C=CCCCCCCCCCCCCCCC)(=O)OCC(CO)O